N1(CCCC2=CC=CC=C12)C=1C=C2CCCC(C2=CC1)CN [6-(1,2,3,4-tetrahydroquinolin-1-yl)-1,2,3,4-tetrahydronaphthalen-1-yl]methylamine